2-(2,6-dioxopiperidin-3-yl)-5-((6-oxo-6-(4-(pyrimidin-2-yl)piperidin-1-yl)hexyl)amino)isoindoline-1,3-dione O=C1NC(CCC1N1C(C2=CC=C(C=C2C1=O)NCCCCCC(N1CCC(CC1)C1=NC=CC=N1)=O)=O)=O